1-(2-chloro-6,7-dihydro-5H-thiazolo[4,5-f]indol-5-yl-6,7-d2)ethan-1-one ClC=1SC=2C(=CC=3C(C(N(C3C2)C(C)=O)[2H])[2H])N1